B(O)OBO.C=CC(O)(C)CCC=C(C)C linalool diboronate